Boc Alcohol C(=O)(OC(C)(C)C)O